C1(CC1)C=1C=C(C=C(C1)C1CC1)CN(C1=C(C=C(C(=O)O)C=C1)OCC)C(CN(CC1=C(C=C(C=C1F)F)F)S(=O)(=O)C1=C(C(=C(C(=C1)F)F)F)F)=O 4-[(3,5-dicyclopropylphenyl)methyl-[2-[(2,3,4,5-tetrafluorophenyl)sulfonyl-[(2,4,6-trifluorophenyl)methyl]amino]acetyl]amino]-3-ethoxy-benzoic acid